(2r,3s)-1-tert-butoxycarbonyl-2-methoxycarbonyl-piperidine-3-carboxylic acid C(C)(C)(C)OC(=O)N1[C@H]([C@H](CCC1)C(=O)O)C(=O)OC